C(C(O)C)(=O)[O-].C(CCC)(=O)[Ca+] butyryl-calcium lactate salt